(3-diethylaminopropyl)methyl-tin C(C)N(CCC[Sn]C)CC